2-{[8-(5-chloro-1H-indazol-7-yl)-3-oxo-1H,2H,3H-benzo[e]isoindol-2-yl]methyl}prop-2-enamide ClC=1C=C2C=NNC2=C(C1)C=1C=CC2=C(C=3CN(C(C3C=C2)=O)CC(C(=O)N)=C)C1